1-(4-sulfobutyl)-3-methylimidazolium S(=O)(=O)(O)CCCCN1C=[N+](C=C1)C